3-Amino-7-ethynyl-4-(7-fluoro-1H-indazol-4-yl)-8-methyl-1H-1,5-naphthyridin-2-one NC=1C(NC2=C(C(=CN=C2C1C1=C2C=NNC2=C(C=C1)F)C#C)C)=O